C(C)(C)(C)OC(=O)N(C(OC(C)(C)C)=O)C1=NC(=C(C(=N1)Cl)C)C1=C(C=CC=C1)C(C)C tert-butyl N-tert-butoxycarbonyl-N-[4-chloro-6-(2-isopropylphenyl)-5-methyl-pyrimidin-2-yl]carbamate